Boranthrene C1=CC=CC=2B=C3C=CC=CC3=BC12